CO[C@@H](CO)[C@@H](OC)[C@H](OC)[C@H](O)COC 2,3,4,6-tetra-O-methyl-D-glucitol